2-{8-[(2-chloroethyl)amino]naphthalen-2-yl}-N-(1-methylpiperidin-4-yl)pyrimidine-4-carboxamide ClCCNC=1C=CC=C2C=CC(=CC12)C1=NC=CC(=N1)C(=O)NC1CCN(CC1)C